4-Fluoro-N-(2-(furan-2-yl)-4-((methylamino)methyl)phenyl)benzenesulfonamide FC1=CC=C(C=C1)S(=O)(=O)NC1=C(C=C(C=C1)CNC)C=1OC=CC1